CN1CCC(CC1)C1=CC=C(C=C1)C1=CC=2N=CNC(C2N=C1)=O 7-(4-(1-methylpiperidin-4-yl)phenyl)-4-oxopyrido-[3,2-d]Pyrimidine